N1N=CC=2C(=CC=CC12)C(=O)N 1H-indazole-4-carboxamide